(3R)-3-(4-chlorophenyl)-2-[(5-chloropyridin-2-yl)methyl]-4-fluoro-6-(2-hydroxypropan-2-yl)-3-[(3S)-oxocyclopent-3-yloxy]-2,3-dihydro-1H-isoindol-1-one ClC1=CC=C(C=C1)[C@@]1(N(C(C2=CC(=CC(=C12)F)C(C)(C)O)=O)CC1=NC=C(C=C1)Cl)O[C@@H]1CC(CC1)=O